ClC1=CC=C(CN2C3(CN(C3)C=3N=NC(=CC3)OC)C(N(CC2=O)C(C)C)=O)C=C1 5-(4-chlorobenzyl)-8-isopropyl-2-(6-methoxypyridazin-3-yl)-2,5,8-triazaspiro[3.5]nonane-6,9-dione